NC=1C=C2N=CC(N(C2=CC1CO[Si](C)(C)C(C)(C)C)[C@@H](C)C1=CC=CC=C1)=O 6-amino-7-{[(tert-butyldimethylsilyl)oxy]methyl}-1-[(1S)-1-phenylethyl]quinoxalin-2-one